Methyl 4-cyano-2-methyl-2-(1-methyl-7-nitro-1H-indazol-3-yl)butanoate C(#N)CCC(C(=O)OC)(C1=NN(C2=C(C=CC=C12)[N+](=O)[O-])C)C